(S,6S)-6-methoxy-N'-((6-(2-methoxypyridin-4-yl)-2-methyl-3-(trifluoromethyl)phenyl)carbamoyl)-6,7-dihydro-5H-pyrazolo[5,1-b][1,3]oxazine-3-sulfonimidamide CO[C@H]1CN2C(OC1)=C(C=N2)[S@](=O)(N)=NC(NC2=C(C(=CC=C2C2=CC(=NC=C2)OC)C(F)(F)F)C)=O